2-amino-1-(4-pyridinyl)ethanol NCC(O)C1=CC=NC=C1